diethoxy-phenyl-acetophenone C(C)OC(C(=O)C1=CC=CC=C1)(C1=CC=CC=C1)OCC